C(CCCCCCC\C=C\CCCCCCCC)(=O)N elaidamide